C1(C=CCC=C1)=O cyclohexa-2,5-di-en-1-one